(R)-5-((1-(dimethylamino)propan-2-yl)oxy)-N4-(5-fluoroquinolin-6-yl)-N7,N7-dimethylquinazoline-4,7-diamine CN(C[C@@H](C)OC1=C2C(=NC=NC2=CC(=C1)N(C)C)NC=1C(=C2C=CC=NC2=CC1)F)C